NC=1NC2=NC=C(N=C2C(N1)=O)CN(C1=CC=C(C(=O)O)C=C1)C(C(F)(F)F)=O 4-[(2-amino-4-oxo-1H-pteridin-6-yl)methyl-(2,2,2-trifluoroacetyl)amino]benzoic acid